1,3-bis((9,9-dimethylacridin-10(9H)-yl)sulfonyl)benzene CC1(C2=CC=CC=C2N(C=2C=CC=CC12)S(=O)(=O)C1=CC(=CC=C1)S(=O)(=O)N1C=2C=CC=CC2C(C2=CC=CC=C12)(C)C)C